FC=1C=C(C=C(C1F)O)N1N=CC2=CC(=CC=C12)C1(CCN(CC1)S(=O)(=O)C)C(=O)N(C)C 4-(1-(3,4-Difluoro-5-hydroxy-phenyl)-1H-indazol-5-yl)-N,N-dimethyl-1-(methyl-sulfonyl)piperidine-4-carboxamide